2-(3-(4'-chloro-[1,1'-biphenyl]-3-yl)-5-(cyclopropylmethyl)-4-(3-fluoro-4-sulfamoylbenzyl)-1H-pyrazol-1-yl)thiazole-4-carboxylic acid ClC1=CC=C(C=C1)C1=CC(=CC=C1)C1=NN(C(=C1CC1=CC(=C(C=C1)S(N)(=O)=O)F)CC1CC1)C=1SC=C(N1)C(=O)O